(2S,4r)-1-[(2S)-2-(4-cyclopropyl-triazol-1-yl)-3,3-dimethyl-butyryl]-4-hydroxy-N-[[5-(methoxymethyl)oxazol-4-yl]methyl]pyrrolidine-2-carboxamide C1(CC1)C=1N=NN(C1)[C@H](C(=O)N1[C@@H](C[C@H](C1)O)C(=O)NCC=1N=COC1COC)C(C)(C)C